2-bromo-(6-tert-butyl)-9H-carbazole BrC1=CC=2NC3=CC=C(C=C3C2C=C1)C(C)(C)C